FC=1C=C(C=C(C1CN1C(=NC=2C=NC(=C(C21)C2=CC=C(C=C2)F)C)C)F)S(=O)(=O)N 3,5-difluoro-4-((7-(4-fluorophenyl)-2,6-dimethyl-1H-imidazo[4,5-c]pyridin-1-yl)methyl)benzenesulfonamide